[2H][C@]1(C[C@@H]([C@H](O[C@@H]1C(F)(F)F)C1=C(C=C(C(=C1)F)F)F)N)N1CC2=NN(C=C2C1)S(=O)(=O)C (2R,3S,5R,6S)-5-deutero-5-(2-methylsulfonyl-4,6-dihydropyrrolo[3,4-c]pyrazol-5-yl)-6-(trifluoromethyl)-2-(2,4,5-trifluorophenyl)tetrahydropyran-3-amine